ClC=1C(=C(C(=CC1N1C[C@@]2(C3(N(CC3)C)CC2)CC1)F)S(=O)(=O)N(C1=NC(=CC=C1)F)CC1=C(C=C(C=C1)OC)OC)F 3-chloro-N-[(2,4-dimethoxyphenyl)methyl]-2,6-difluoro-N-(6-fluoro-2-pyridyl)-4-[(5S)-3-methyl-3,7-diazadispiro[3.0.45.24]undecan-7-yl]benzenesulfonamide